1-((8-(2-chloro-4-(2-(dimethylamino)ethoxy)phenyl)-9-((4-methylpyridin-2-yl)methyl)-9H-purin-6-yl)oxy)cyclopropane-1-carbonitrile ClC1=C(C=CC(=C1)OCCN(C)C)C=1N(C2=NC=NC(=C2N1)OC1(CC1)C#N)CC1=NC=CC(=C1)C